C(C=C)(=O)OCCC[Si](OCC)(OCC)OCC acryloyloxypropyltriethoxysilan